5-Chloro-1-toluenesulfonyl-1H-pyrrolo[3,2-b]pyridine-2-carboxylic acid ethyl ester C(C)OC(=O)C1=CC2=NC(=CC=C2N1S(=O)(=O)CC1=CC=CC=C1)Cl